(1S,2R,5S)-8-(benzyloxy)-2-ethyl-5-methyl-7,9-dioxo-N-(2,4,6-trifluorobenzyl)-2,5,7,9-tetrahydro-1,6-methanopyrido[1,2-b][1,2,5]triazonine-10-carboxamide C(C1=CC=CC=C1)OC=1C(C(=CN2N3[C@@H](C=C[C@@H](N(C(C21)=O)C3)C)CC)C(=O)NCC3=C(C=C(C=C3F)F)F)=O